7-hydroxy-4-methoxyphenanthrene OC1=CC=C2C=3C(=CC=CC3C=CC2=C1)OC